3,5,7-trihydroxy-2-(3,4,5-tris-benzyloxy-phenyl)chroman-4-one OC1C(OC2=CC(=CC(=C2C1=O)O)O)C1=CC(=C(C(=C1)OCC1=CC=CC=C1)OCC1=CC=CC=C1)OCC1=CC=CC=C1